C(C)OC(C(C1=CC(=CC=C1)OC)Br)=O 2-bromo-2-(3-methoxyphenyl)acetic acid ethyl ester